FC=1C=C(CNN)C=CC1 m-fluorobenzylhydrazine